NCC1=CC=C(C=C1)S(=O)(=O)N 4-(Aminomethyl)benzenesulfonamide